3-(phenyl-carbamoyl)urea C1(=CC=CC=C1)NC(=O)NC(N)=O